2-(o-Phenylphenoxy)ethylacrylat C1(=CC=CC=C1)C1=C(OCCOC(C=C)=O)C=CC=C1